proline ethyl ester trifluoroacetate FC(C(=O)O)(F)F.C(C)OC([C@H]1NCCC1)=O